1-octene methacrylate C(C(=C)C)(=O)O.C=CCCCCCC